The molecule is a peptide anion that is the conjugate base of N(alpha)-(L-gamma-glutamyl)-hercynyl-L-cysteine sulfoxide and major species at pH 7.3. It derives from a N(alpha),N(alpha),N(alpha)-trimethyl-L-histidine. It is a conjugate base of a N(alpha)-(L-gamma-glutamyl)-hercynyl-L-cysteine sulfoxide. C[N+](C)(C)[C@@H](CC1=CN=C(N1)S(=O)C[C@@H](C(=O)[O-])NC(=O)CC[C@@H](C(=O)[O-])[NH3+])C(=O)[O-]